C(C)C1=C(C(=CC=C1O)C)N 2-ethyl-amino-p-cresol